C(#N)[C@@H](C[C@H]1C(NCC1)=O)NC(=O)[C@@H]1N(C[C@H]2[C@@H]1CCC2(F)F)C(=O)C2(C1=CC=CC=C1C=1C=CC=CC21)O (1R,3aR,6aS)-N-((R)-1-cyano-2-((S)-2-oxopyrrolidin-3-yl)ethyl)-4,4-difluoro-2-(9-hydroxy-9H-fluorene-9-carbonyl)octahydrocyclopenta[c]pyrrole-1-carboxamide